tert-butyl (7S)-5-(benzyl)-5-azaspiro[2.4]heptan-7-ylcarbamate C(C1=CC=CC=C1)N1CC2(CC2)[C@@H](C1)NC(OC(C)(C)C)=O